C(CCCCCCC)C(CCCCCCCC)OC(CCCCCCCOC(=O)[C@H]1N(CC(C1)OC(CC(C)N(C)C)=O)CCCCCC(OCCCCCCCCCCC)=O)=O.NC1=CC=C(C=C1)S(=O)(=O)NCC(C)N1CCC2=CC=CC=C12 4-amino-N-(2-(indolin-1-yl)propyl)benzenesulfonamide [8-(1-octylnonoxy)-8-oxo-octyl](2S)-4-[3-(dimethylamino)butanoyloxy]-1-(6-oxo-6-undecoxy-hexyl)pyrrolidine-2-carboxylate